4-(3-methoxy-5-(trifluoromethyl)pyridin-2-yl)piperazine-1-carboxylic acid tert-butyl ester C(C)(C)(C)OC(=O)N1CCN(CC1)C1=NC=C(C=C1OC)C(F)(F)F